BrC=1S(C2=C(C1)C=CC=C2)(=O)=O 2-Bromo-benzothiophene-1,1-dioxide